8-Fluoro-N-[(2S)-4,4,4-trifluoro-2-methyl-1-phenylbutan-2-yl]chinolin-3-carboxamid FC=1C=CC=C2C=C(C=NC12)C(=O)N[C@@](CC1=CC=CC=C1)(CC(F)(F)F)C